4-(3-aminopyridin-4-yl)-1-methylpiperazin-2-one NC=1C=NC=CC1N1CC(N(CC1)C)=O